4-acetylamino-6-(4-amino-2,3,6-trifluorophenyl)-3-chloro-pyridine-2-carboxylic acid methyl ester COC(=O)C1=NC(=CC(=C1Cl)NC(C)=O)C1=C(C(=C(C=C1F)N)F)F